Cl.NC\C=C(\CN1C=NC2=C1C=C(C=C2C2=C(C=CC(=C2)S(N(CC)CC)(=O)=O)OC)C(=O)OC)/F Methyl (Z)-1-(4-amino-2-fluorobut-2-en-1-yl)-4-(5-(N,N-diethylsulfamoyl)-2-methoxyphenyl)-1H-benzo[d]imidazol-6-carboxylate Hydrochloride